S1C=NC=C1C=O (thiazol-5-yl)methanone